ClC1=C(C(=NC(=N1)SC)NC1=CC=NC=C1)OC 6-chloro-5-methoxy-2-(methylsulfanyl)-N-(pyridin-4-yl)pyrimidin-4-amine